FC1(CN(C1)C(C=C)=O)C(=O)N1CCC(CC1)N1N=NC(=C1C)C=1C=C(C=2N(C1)N=CC2C#N)NC 6-[1-[1-(3-fluoro-1-prop-2-enoyl-azetidine-3-carbonyl)-4-piperidyl]-5-methyl-triazol-4-yl]-4-(methyl-amino)pyrazolo[1,5-a]pyridine-3-carbonitrile